2-(4-Methoxy-3-methylphenyl)-7-(piperazin-1-yl)-4H-pyrido[1,2-a]pyrimidin-4-one COC1=C(C=C(C=C1)C=1N=C2N(C(C1)=O)C=C(C=C2)N2CCNCC2)C